C(C)(C)(C)OC(N(C)C(C)C1=NC(=NN1C1=C(C(=CC=C1)Br)F)C)=O (1-(1-(3-bromo-2-fluorophenyl)-3-methyl-1H-1,2,4-triazol-5-yl)ethyl)(methyl)carbamic acid tert-butyl ester